6-chloro-2-(2,6-difluoro-3,5-dimethoxyphenyl)-3-oxo-1,2,3,4-tetrahydro-2,7-naphthyridine-4-carboxylic acid ethyl ester C(C)OC(=O)C1C(N(CC2=CN=C(C=C12)Cl)C1=C(C(=CC(=C1F)OC)OC)F)=O